O1N=C(C=C1)CNC(=O)C1=NC=CC=C1 N-(isoxazol-3-ylmethyl)pyridinecarboxamide